BrC=1C=CC2=C(N(C(=N2)N)C=2C=NN(C2)C)C1 6-bromo-1-(1-methyl-1H-pyrazol-4-yl)-1H-benzo[d]imidazol-2-amine